(S)-2-(4-(6-((4-chloro-2-fluorobenzyl)oxy)pyridin-2-yl)-2-fluorobenzyl)-1-(4,4-dimethyltetrahydrofuran-3-yl)-1H-benzo[d]imidazole-6-carboxylic acid ClC1=CC(=C(COC2=CC=CC(=N2)C2=CC(=C(CC3=NC4=C(N3[C@@H]3COCC3(C)C)C=C(C=C4)C(=O)O)C=C2)F)C=C1)F